(3-(tetrahydrofuran-2-yl)phenyl)methanol O1C(CCC1)C=1C=C(C=CC1)CO